C[Si](CCOCN1C(=CC2=CC=CC=C12)B(O)O)(C)C (1-((2-(Trimethylsilyl)ethoxy)methyl)-1H-indol-2-yl)boronic acid